FC1=C(OCC(C#N)(C)C)C=CC(=C1)C1=NC(=NC=C1C)NC=1C=NN(C1)CCOC 3-(2-fluoro-4-(2-((1-(2-methoxyethyl)-1H-pyrazol-4-yl)amino)-5-methylpyrimidin-4-yl)phenoxy)-2,2-dimethylpropanenitrile